NC1=NC(=NC=2N1N=C(N2)C=2OC=CC2)NCCCC2=C(C=C(C=C2)NS(=O)(=O)C=2C=C(C(=C(C(=O)N)C2)O)Cl)F 5-(N-(4-(3-((7-amino-2-(furan-2-yl)-[1,2,4]triazolo[1,5-a][1,3,5]triazin-5-yl)amino)propyl)-3-fluorophenyl)sulfamoyl)-3-chloro-2-hydroxybenzamide